C(C)OC(CCC(=O)C1=NC2=CC(=CC=C2C(=C1O)C#N)C#CC1=CC=CC=C1)=O 4-(4-Cyano-3-hydroxy-7-phenylethynyl-quinolin-2-yl)-4-oxo-butyric acid ethyl ester